2-[1-[2-[[1-[2-(4-methylpiperazin-1-yl)-2-oxo-ethyl]pyrazol-4-yl]amino]-[1,2,4]triazolo[1,5-a]pyridin-8-yl]-3-[4-(trifluoromethyl)-1-piperidyl]azetidin-3-yl]acetonitrile CN1CCN(CC1)C(CN1N=CC(=C1)NC1=NN2C(C(=CC=C2)N2CC(C2)(N2CCC(CC2)C(F)(F)F)CC#N)=N1)=O